Cl.N[C@@H](CC1CCN(CC1)C(=O)OCC1=CC=CC=C1)C(=O)NC1=CC=C(C=C1)S(NC(C)(C)C)(=O)=O benzyl (S)-4-(2-amino-3-((4-(N-(tert-butyl)sulfamoyl)phenyl)amino)-3-oxopropyl)piperidine-1-carboxylate hydrochloride